ClC1=C(C=CC=C1Cl)N1CCN(CC1)CCCCC1=C2C(C(=O)NC2=O)=CC=C1 4-[4-(2,3-dichloro-phenyl)piperazinyl]Butyl-phthalimide